ClC=1C=C(C=CC1C1CC1)N1CC(C1)C1=CC(=C(CN2CCC(CC2)C(=O)O)C(=C1)C)C (4-(1-(3-chloro-4-cyclopropylphenyl)azetidin-3-yl)-2,6-dimethylbenzyl)-piperidine-4-carboxylic acid